tert-butyl (S)-2-(2-hydroxyethyl)piperazine-1-carboxylate OCC[C@@H]1N(CCNC1)C(=O)OC(C)(C)C